C(CCCCCCCCC)(=O)SCCNC(CCNC([C@@H](C(COP(OP(OC[C@@H]1[C@H]([C@H]([C@@H](O1)N1C=NC=2C(N)=NC=NC12)O)OP(=O)(O)O)(=O)O)(=O)O)(C)C)O)=O)=O n-decanoyl-CoA